ClC(C(=O)OCC(C(F)F)(F)F)=C 2,2,3,3-tetrafluoropropyl α-chloroacrylate